NC(C(C(CC1C(NC(C1)(C)C)=O)NC([C@H](CC1CCCCC1)NC(OC(CC1=CC(=CC=C1)Cl)C1=CC=CC=C1)=O)=O)=O)=O 2-(3-chlorophenyl)-1-phenylethyl ((2S)-1-((4-amino-1-(5,5-dimethyl-2-oxopyrrolidin-3-yl)-3,4-dioxobutan-2-yl)amino)-3-cyclohexyl-1-oxopropan-2-yl)carbamate